[C@H](C)(CC)[C@@H]1N(CC2=C(NC1=O)C=CC=C2)C(=O)NC[C@H](CO)O (S)-3-((S)-sec-butyl)-N-((R)-2,3-dihydroxypropyl)-2-oxo-1,2,3,5-tetrahydro-4H-benzo[e][1,4]diazepine-4-carboxamide